BrC1=NNC2=C1C=NC=C2 bromopyrazolo[4,3-c]pyridin